O1C(=NC2=C1C=CC=C2)C2=CC=C(C=C2)C2=CC=C(C=C2)N 4'-benzoxazol-2-yl-biphenyl-4-yl-amine